NC1=NC=NN2C1=C(C=1C(=CC(CC21)NC(C=C)=O)C)C=2C=NC1=CC=CC=C1C2 N-(4-amino-6-methyl-5-(quinolin-3-yl)-8,9-dihydro-[1,2,4]triazino[1,6-a]indol-8-yl)acrylamide